BrC=1C(=C(C=CC1C#N)C1=CC=CC=C1)C1=NN=CN1C bromo-2-(4-methyl-4H-1,2,4-triazol-3-yl)-[1,1'-biphenyl]-4-carbonitrile